5-amino-3-(2-(2-bromophenyl)quinolin-7-yl)-1-((1s,3s)-3-hydroxy-3-methylcyclobutyl)-1H-pyrazole-4-carboxamide NC1=C(C(=NN1C1CC(C1)(C)O)C1=CC=C2C=CC(=NC2=C1)C1=C(C=CC=C1)Br)C(=O)N